FC1=CC=C(C=C1)C(C(=O)NC(=O)C1=C(C(=C(S1)N)C(=O)OC)C)CC Methyl 5-(2-(4-fluorophenyl)butanoylcarbamoyl)-2-amino-4-methylthiophene-3-carboxylate